C(C1=CC=CC=C1)OC1=C(C(=NC(=C1C)C)Cl)C=1CCOCC1 4-Benzyloxy-2-chloro-3-(3,6-dihydro-2H-pyran-4-yl)-5,6-dimethyl-pyridine